(2S,6R)-4-(tert-butoxycarbonyl)-6-fluoro-1,4-oxazepan-2-carboxylic acid C(C)(C)(C)OC(=O)N1C[C@H](OC[C@@H](C1)F)C(=O)O